N-[(2R)-3-(4-aminophenyl)-1-(4-benzylpiperazin-1-yl)-1-oxopropan-2-yl]propanamide NC1=CC=C(C=C1)C[C@H](C(=O)N1CCN(CC1)CC1=CC=CC=C1)NC(CC)=O